C1(CC1)O[C@@H]1[C@@H](CN(CC1)C1=NC=CC(=N1)N)F 2-[(3R,4S)-4-cyclopropoxy-3-fluoropiperidin-1-yl]pyrimidin-4-amine